O=C1NC(CCC1N1C(C2=CC=C(C=C2C1)CNC(C(C1=CC(=CC=C1)OCCOCCOC)(F)F)=O)=O)=O N-((2-(2,6-dioxopiperidin-3-yl)-1-oxoisoindolin-5-yl)methyl)-2,2-difluoro-2-(3-(2-(2-methoxyethoxy)ethoxy)phenyl)acetamide